CP(C)OC1=CC(=CC(=C1)C)C=1C=C2C(=NC1)NC=C2CC (3-(3-Ethyl-1H-pyrrolo[2,3-b]pyridin-5-yl)-5-methylphenyl) dimethylphosphino oxide